Methyl 3-amino-4'-fluoro-[1,1'-biphenyl]-4-carboxylate NC=1C=C(C=CC1C(=O)OC)C1=CC=C(C=C1)F